5-(bromomethyl)-3-methyl-1,2,4-oxadiazole BrCC1=NC(=NO1)C